[K+].C1=C(C=CC2=CC=CC=C12)S(=O)(=O)[O-] naphthalene-2-sulfonic acid potassium salt